(S)-N-(2-amino-1-cyclohexyl-2-oxoethyl)-2-phenylthiazole NC(C(C1CCCCC1)N1[C@@H](SC=C1)C1=CC=CC=C1)=O